6-morpholin-4-ylpyridin N1(CCOCC1)C1=CC=CC=N1